N\C(=C(/C(=O)NCC)\C#N)\C1=CC(=C(C(=C1)[N+](=O)[O-])OC)OC (Z)-3-amino-2-cyano-3-(3,4-dimethoxy-5-nitrophenyl)-N-ethylacrylamide